S1C(=NC2=C1C=CC=C2)/C=C/C2=CC=C(C=C2)N(CC)CC [4-((e)-2-benzothiazol-2-yl-vinyl)-phenyl]-diethyl-amine